CN(C1=CC=C(C=C1)CCCO)C 3-[4-(dimethylamino)phenyl]propan-1-ol